(NE,R)-N-[1-(6-chloro-3-methyl-4-oxo-2-tetrahydropyran-4-yl-quinazolin-8-yl)ethylidene]-2-methyl-propane-2-sulfinamide ClC=1C=C2C(N(C(=NC2=C(C1)\C(\C)=N\[S@](=O)C(C)(C)C)C1CCOCC1)C)=O